FC(C(=O)O)(F)F.NC=1C(=NC(=CN1)C=1C=NN(C1)C)C=1C=CC(N(N1)C1=C(C(=CC=C1)OC)Cl)=O 6-(3-amino-6-(1-methyl-1H-pyrazol-4-yl)pyrazin-2-yl)-2-(2-chloro-3-methoxyphenyl)pyridazin-3(2H)-one 2,2,2-trifluoroacetate salt